C(C)(C)(C)OC(=O)NC1=C(C(=NN1C(C)C)C1=C(C(=C(C=C1)CC(=O)O)Cl)F)C#N 2-[4-[5-(tert-Butoxycarbonylamino)-4-cyano-1-isopropyl-pyrazol-3-yl]-2-chloro-3-fluorophenyl]acetic acid